3-[(3R)-3-methyl-[1,4'-bipiperidin]-1'-yl]-1,2,4-oxadiazole-5-carboxamide C[C@H]1CN(CCC1)C1CCN(CC1)C1=NOC(=N1)C(=O)N